COC(C1=NC=CC(=C1)C1(CCC1)O)=O 4-(1-hydroxycyclobutyl)picolinic acid methyl ester